The molecule is an amidoalkyl phosphate that is the 4-phosphate derivative of (R)-pantothenic acid. It has a role as a Saccharomyces cerevisiae metabolite, an Escherichia coli metabolite and a mouse metabolite. It derives from a (R)-pantothenic acid. It is a conjugate acid of a (R)-4'-phosphopantothenate(1-). CC(C)(COP(=O)(O)O)[C@H](C(=O)NCCC(=O)O)O